N-[3-(benzenesulfonyloxy)phenyl]-N'-[3-(p-methoxybenzenesulfonyloxy)phenyl]urea C1(=CC=CC=C1)S(=O)(=O)OC=1C=C(C=CC1)NC(=O)NC1=CC(=CC=C1)OS(=O)(=O)C1=CC=C(C=C1)OC